4-nitrophenyl-((2-isopropylthiazol-4-yl)methyl)methylamine carbonate C(O)(O)=O.[N+](=O)([O-])C1=CC=C(C=C1)N(C)CC=1N=C(SC1)C(C)C